Aminooxy-2-methyl-propan-2-ol NOCC(C)(O)C